Cl.N1C[C@H](CC1)C1=CC=C(C=C1)NC(=O)C=1N=C(C2=CC=CC=C2C1)Cl |r| (RS)-1-chloro-isoquinoline-3-carboxylic acid (4-pyrrolidin-3-yl-phenyl)-amide hydrochloride